ClC=1C=C(C=CC1F)NC1=NC=NC2=CC(=C(C=C12)NC(C=C)=O)OCCCN1CCN(CC1)CCCCCCSC1=C2CN(C(C2=CC=C1)=O)C1C(NC(CC1)=O)=O N-(4-((3-chloro-4-fluorophenyl)amino)-7-(3-(4-(6-((2-(2,6-dioxopiperidin-3-yl)-1-oxoisoindolin-4-yl)thio)hexyl)piperazin-1-yl)propoxy)quinazolin-6-yl)acrylamide